(S)-2-((1H-pyrrolo[2,3-b]pyridin-5-yl)oxy)-4-(4-(2,3-dihydro-1H-inden-1-yl)piperazin-1-yl)-N-((3-nitrophenyl)sulfonyl)benzamide N1C=CC=2C1=NC=C(C2)OC2=C(C(=O)NS(=O)(=O)C1=CC(=CC=C1)[N+](=O)[O-])C=CC(=C2)N2CCN(CC2)[C@H]2CCC1=CC=CC=C21